C(C)(=O)C=1C=C2CC(N3C2=C(C1)SCCC3)=O 9-acetyl-3,4-dihydro-2H-[1,4]thiazepino[2,3,4-hi]indol-6(7H)-one